1-(4-phenylthiophenyl)-2-(2-methylphenyl)-ethane-1,2-dione C1(=CC=CC=C1)SC1=CC=C(C=C1)C(C(=O)C1=C(C=CC=C1)C)=O